FC(C(=O)O)(F)F.C(C)(C)(C)C1=NC(=NO1)C(=O)NCC1CCN(CCC1)C=1C=2N(C=C(N1)C=1C=NN(C1)C)N=CC2 5-(tert-butyl)-N-((1-(6-(1-methyl-1H-pyrazol-4-yl)pyrazolo[1,5-a]pyrazin-4-yl)azepan-4-yl)methyl)-1,2,4-oxadiazole-3-carboxamide trifluoroacetate